lanthanum (2,4-pentanedione) CC(CC(C)=O)=O.[La]